C(=C)C=1C=C(C=C(C1)F)B(O)O 3-vinyl-5-fluorobenzeneboronic acid